O=C1NC(CCC1N1C2=C(OCC1)C(=C(C=C2)F)N2CCC(CC2)N(C(OC(C)(C)C)=O)C)=O tert-butyl (1-(4-(2,6-dioxopiperidin-3-yl)-7-fluoro-3,4-dihydro-2H-benzo[b][1,4]oxazin-8-yl)piperidin-4-yl)(methyl)carbamate